FC=1C=C(NC2C(NC(CC2)=O)=O)C=CC1N1CCC(CC1)C1CCN(CC1)C(C1=C(C=C(C=C1)C1=CN(C(C(=C1C)C)=O)C)OC(F)(F)F)=O 3-[3-fluoro-4-[4-[1-[2-(trifluoromethoxy)-4-(1,4,5-trimethyl-6-oxo-3-pyridyl)benzoyl]-4-piperidyl]-1-piperidyl]anilino]piperidine-2,6-dione